tert-butyl 5-[bis(tert-butoxycarbonyl)amino]-4,4-difluoropentanoate C(C)(C)(C)OC(=O)N(CC(CCC(=O)OC(C)(C)C)(F)F)C(=O)OC(C)(C)C